D-ornithinate N[C@H](CCCN)C(=O)[O-]